N1(N=CC=C1)C=1C=C(C=CC1)NC(\C=C\C=1OC=CC1)=O (E)-N-(3-(1H-pyrazol-1-yl)phenyl)-3-(furan-2-yl)acrylamide